NC1=NN2C(C=C(C=C2)C=2C=NC(=C(C(=O)NCC3=C(C(=CC(=C3)F)F)OCC(C)C)C2)OC)=N1 5-(2-amino-[1,2,4]triazolo[1,5-a]pyridin-7-yl)-N-(3,5-difluoro-2-isobutoxybenzyl)-2-methoxynicotinamide